C1(CC1)OC=1C=C2C(C(CC3(C2=CC1)CC3)C(C(=O)OCC)=O)=O ethyl 2-(6'-cyclopropoxy-4'-oxo-3',4'-dihydro-2'H-spiro[cyclopropane-1,1'-naphthalen]-3'-yl)-2-oxoacetate